CC1=CN(C2=CC=CC=C12)S(=O)(=O)C1=CC=C(C)C=C1 3-methyl-1-(p-toluenesulfonyl)-1H-indole